methyl 1-({5-chloro-7-oxo-7,8-dihydro-6H-spiro[[1,3]oxazolo[5,4-f]quinazoline-9,1'-cyclohexan]-2-yl}methyl)piperidine-3-carboxylate ClC=1C=C2C(=C3C1NC(NC31CCCCC1)=O)OC(=N2)CN2CC(CCC2)C(=O)OC